tert-Butyl (3-cyano-4-(3-(4-(dimethylamino)piperidin-1-yl)-5-fluoro-7,9-dihydrofuro[3,4-f]quinazolin-6-yl)-7-fluorothieno[3,2-c]pyridin-2-yl)carbamate C(#N)C1=C(SC2=C1C(=NC=C2F)C=2C1=C(C=3C=NC(=NC3C2F)N2CCC(CC2)N(C)C)COC1)NC(OC(C)(C)C)=O